ClC=1C(=C(C(=CC1)OC(F)F)C=1C=CC(=NC1)C(C(=O)NC1=CC=C(C(=O)O)C=C1)CC1CCC(CC1)(OC(C(F)(F)F)=O)C)F 4-(2-(5-(3-chloro-6-(difluoromethoxy)-2-fluorophenyl)pyridin-2-yl)-3-(4-methyl-4-(2,2,2-trifluoroacetoxy)cyclohexyl)propanamido)benzoic acid